5-Methyl-7-(trifluoromethyl)quinolin-4-ol CC1=C2C(=CC=NC2=CC(=C1)C(F)(F)F)O